tert-butyl N-[4-(4-fluorophenyl)-2-[(3-methylsulfanylbenzofuran-6-carbonyl)amino]phenyl]carbamate FC1=CC=C(C=C1)C1=CC(=C(C=C1)NC(OC(C)(C)C)=O)NC(=O)C1=CC2=C(C(=CO2)SC)C=C1